1-((S)-6,8-dichloro-1-methyl-3,4-dihydroisoquinolin-2(1H)-yl)((R)-morpholin-2-yl)methanone trifluoroacetic acid salt FC(C(=O)O)(F)F.ClC=1C=C2CCN([C@H](C2=C(C1)Cl)C)C(=O)[C@H]1CNCCO1